5-(cyclopropylsulfonyl)-N-(2,4-dichlorobenzyl)thiophene-2-carboxamide C1(CC1)S(=O)(=O)C1=CC=C(S1)C(=O)NCC1=C(C=C(C=C1)Cl)Cl